difuranic acid sodium [Na].O1C(=CC=C1)C(=O)O.O1C(=CC=C1)C(=O)O